6-guanyl-2-naphthol methanesulfonate CS(=O)(=O)OC1=CC2=CC=C(C=C2C=C1)C(N)=N